C1(=CCCCC1)C=1N(C2=NC(=NC(=C2N1)N1CCOCC1)N1N=CC=C1)C 4-(8-(cyclohex-1-en-1-yl)-9-methyl-2-(1H-pyrazol-1-yl)-9H-purin-6-yl)morpholine